5-(3-bromophenyl)-2-(cyclopropylmethyl)-1-(3-fluoro-4-sulfamoylbenzyl)-1H-pyrrole-3-carboxamide BrC=1C=C(C=CC1)C1=CC(=C(N1CC1=CC(=C(C=C1)S(N)(=O)=O)F)CC1CC1)C(=O)N